tert-butyl 4-[3-[1-(2,6-dioxo-3-piperidyl)-3-methyl-2-oxo-benzimidazol-4-yl] prop-2-ynyl]-3,3-difluoro-piperidine-1-carboxylate O=C1NC(CCC1N1C(N(C2=C1C=CC=C2C#CCC2C(CN(CC2)C(=O)OC(C)(C)C)(F)F)C)=O)=O